(1R,3S)-3-(2-(1,8-naphthyridin-2-yl)ethyl)cyclobutan-1-ol N1=C(C=CC2=CC=CN=C12)CCC1CC(C1)O